FC=1C=C(C=NC1OC1=CC(=C(C=C1)C1=NN=NN1)F)C#N 5-fluoro-6-[3-fluoro-4-(1H-1,2,3,4-tetrazol-5-yl)phenoxy]pyridine-3-carbonitrile